1-(4-(3-((4-amino-5-(3-(difluoromethoxy)-4-phenoxyphenyl)-7-methyl-7H-pyrrolo[2,3-d]pyrimidin-6-yl)ethynyl)azetidin-1-yl)piperidin-1-yl)prop-2-en-1-one NC=1C2=C(N=CN1)N(C(=C2C2=CC(=C(C=C2)OC2=CC=CC=C2)OC(F)F)C#CC2CN(C2)C2CCN(CC2)C(C=C)=O)C